hydrazonodimethylamide N(N)=C[N-]C